4-chloro-N-cyclopropyl-2-fluoro-5-(1H-pyrazol-4-yl)benzamide ClC1=CC(=C(C(=O)NC2CC2)C=C1C=1C=NNC1)F